O[C@@H]1C=C(C[C@H]([C@@H]1O)O[C@H]1[C@H](OC(\C=C\C2=CC=CC=C2)=O)[C@@H](O)[C@H](O)[C@H](O1)CO)C(=O)OC Methyl (3R,4R,5R)-3,4-dihydroxy-5-({2-O-[(2E)-3-phenyl-2-propenoyl]-β-D-glucopyranosyl}oxy)-1-cyclohexene-1-carboxylate